FC=1C=C(C=CC1OC)CN1N=CC(=C1)C1=CC(=NC=N1)N 6-{1-[(3-fluoro-4-methoxyphenyl)methyl]-1H-pyrazol-4-yl}-4-pyrimidinylamine